OCC1(COC1)CNC(=O)C1=CC=C(C=N1)NC(O[C@@H](COC1=CC2=C(N=C(S2)C2=C3N=CC(=NC3=CC(=C2)C)OC)C=C1F)C)=O (R)-1-((5-fluoro-2-(2-methoxy-7-methylquinoxalin-5-yl)benzo[d]thiazol-6-yl)oxy)propan-2-yl (6-(((3-(hydroxymethyl)oxetan-3-yl)methyl)carbamoyl)pyridin-3-yl)carbamate